C(C)(C)(C)OC(=O)N1CC2=CC(=CC(=C2CC1)F)OCC1=C(C=C(C=C1)C#N)F 7-((4-cyano-2-fluorobenzyl)oxy)-5-fluoro-3,4-dihydroisoquinoline-2(1H)-carboxylic acid tert-butyl ester